C(#N)C1=CC(=NC=C1)N1[C@@H](CCC1=O)C(=O)N(C1=CC(=CC=C1)F)[C@@]1(CCC2=CC=CC=C12)C(=O)C1CC(C1)(F)F (S)-1-(4-cyanopyridin-2-yl)-N-((R)-1-((3,3-difluorocyclobutyl)formyl)-2,3-dihydro-1H-inden-1-yl)-N-(3-fluorophenyl)-5-oxopyrrolidine-2-carboxamide